O=S1(CC(CC1)CNC(=O)C=1C(=C2C(=NC1)SC(=C2)C2=CN=CS2)NC(C)C)=O N-((1,1-dioxidotetrahydrothiophen-3-yl)methyl)-4-(isopropylamino)-2-(thiazol-5-yl)thieno[2,3-b]pyridine-5-carboxamide